N[C@@H](CC(=O)OCC)C1=C(C(=CC(=C1)Br)Cl)F Ethyl (S)-3-amino-3-(5-bromo-3-chloro-2-fluorophenyl)propanoate